O1C(=NC=C1)COC1=CC=C(C=N1)N 6-(1,3-oxazol-2-ylmethoxy)pyridin-3-amine